tert-butyl (2R)-2-({[4-(1H-pyrrolo[3,2-b]pyridin-2-yl)pyridin-3-yl]oxy}methyl)pyrrolidine-1-carboxylate N1C(=CC2=NC=CC=C21)C2=C(C=NC=C2)OC[C@@H]2N(CCC2)C(=O)OC(C)(C)C